(1R,3S)-1-((2'-(benzyloxy)-6-fluoro-[1,1'-biphenyl]-3-yl)methyl)-3-(ethylsulfonamido)cyclopentane-1-carboxamide C(C1=CC=CC=C1)OC1=C(C=CC=C1)C1=CC(=CC=C1F)C[C@]1(C[C@H](CC1)NS(=O)(=O)CC)C(=O)N